FC(COC1=NC=CC(=N1)N)(F)F 2-(2,2,2-trifluoroethoxy)pyrimidin-4-amine